(1-(6-nitro-1H-indazol-3-yl)azetidin-3-yl)methanol (S)-quinuclidin-3-yl-(2,2-dimethyl-5-(3-methyl-4-morpholinophenyl)-2,3-dihydro-1H-inden-1-yl)carbamate N12CC(C(CC1)CC2)N(C(=O)OCC2CN(C2)C2=NNC1=CC(=CC=C21)[N+](=O)[O-])[C@H]2C(CC1=CC(=CC=C21)C2=CC(=C(C=C2)N2CCOCC2)C)(C)C